6-(benzyloxy)-1-(4-bromo-2-methoxyphenyl)-1,2,3,4-tetrahydronaphthalen-1-ol C(C1=CC=CC=C1)OC=1C=C2CCCC(C2=CC1)(O)C1=C(C=C(C=C1)Br)OC